BrC=1C=CC(=NC1O[C@@H](C)C1=CC(=CC(=C1)F)F)C 5-bromo-6-[(1S)-1-(3,5-difluorophenyl)-ethoxy]-2-methylpyridin